CC1([C@@]23[C@@H](CCC1)C([C@@](CC2)(C3)CCC)=O)C |r| (1SR,6RS,8SR)-2,2-dimethyl-8-propyltricyclo[6.2.1.0~1,6~]undecan-7-one